ClC=1C=C2C(=C(/C(/C2=CC1)=C/C1=CC=C(C=C1)OC1=CC(=C(C=C1)F)F)C)CC(=O)O (Z)-2-(5-chloro-1-(4-(3,4-difluorophenoxy)benzylidene)-2-methyl-1H-inden-3-yl)acetic acid